C(C)(C)(C)SC1=CC(=CC(=C1)SC(C)(C)C)SC(C)(C)C 1,3,5-tris(t-butylsulfanyl)benzene